N-(naphthalene-1-yl)phenazine-1-formamide C1(=CC=CC2=CC=CC=C12)NC(=O)C1=CC=CC2=NC3=CC=CC=C3N=C12